ClC=1C(=C(C=CC1)[C@H]1[C@@H](N[C@H]([C@]1(CN[C@@H]1CNCC1)C1=C(C=C(C=C1)Cl)F)CC(C)(C)C)C(=O)N)F (2R,3S,4S,5S)-3-(3-chloro-2-fluorophenyl)-4-(4-chloro-2-fluorophenyl)-5-neopentyl-4-((((S)-pyrrolidin-3-YL)amino)methyl)pyrrolidine-2-carboxamide